1-(4-isothiocyanato-2-(trifluoromethyl)benzyl)-3-methoxyazetidine N(=C=S)C1=CC(=C(CN2CC(C2)OC)C=C1)C(F)(F)F